9-Sec-butyl-1,10-phenanthroline C(C)(CC)C=1C=CC2=CC=C3C=CC=NC3=C2N1